phenyl (2-(hydroxyamino)-2-oxoethyl) phosphonate P(OC1=CC=CC=C1)(OCC(=O)NO)=O